2,N6-bis(tert-butoxycarbonyl)-L-lysine 2,5-dioxopyrrolidin-1-yl ester O=C1N(C(CC1)=O)OC([C@@](N)(CCCCNC(=O)OC(C)(C)C)C(=O)OC(C)(C)C)=O